N-(4-cyanobicyclo[2.2.2]oct-1-yl)-2-(methylsulfonyl)-4-((trifluoromethyl)thio)benzamide C(#N)C12CCC(CC1)(CC2)NC(C2=C(C=C(C=C2)SC(F)(F)F)S(=O)(=O)C)=O